5-bromo-6-(methoxymethyl)-2-oxo-1-phenyl-1,2-dihydropyridine-3-carboxylic acid BrC=1C=C(C(N(C1COC)C1=CC=CC=C1)=O)C(=O)O